N-(4-((2-(1,1-difluoroethyl)-6-methylpyrimidin-4-yl)amino)-5-((3-methylisothiazol-4-yl)methoxy)pyridin-2-yl)acetamide FC(C)(F)C1=NC(=CC(=N1)NC1=CC(=NC=C1OCC=1C(=NSC1)C)NC(C)=O)C